(2-methoxyphenyl)azetidine-3-carboxylic acid COC1=C(C=CC=C1)N1CC(C1)C(=O)O